C(=O)O.CC(C)(C)[S@@](=O)N[C@@H]1C\C=C/[C@H](CS[C@@H]2[C@@H]([C@H]([C@H]([C@@H]1O2)O)O)O)CN2CCOCC2 (R)-2-methyl-N-((1R,4S,8R,9R,10R,11S,12R,Z)-10,11,12-trihydroxy-4-(morpholinomethyl)-13-oxa-2-thiabicyclo[7.3.1]tridec-5-en-8-yl)propane-2-sulfinamide formate salt